NC1=C(C(=NN1C(C)C)C1=CC=C(C=C1)C(C(=O)O)C)C#N 2-[4-(5-Amino-4-cyano-1-isopropylpyrazol-3-yl)phenyl]propanoic acid